8-(2-chloro-5-fluoropyrimidin-4-yl)-6-(difluoromethyl)-5-oxa-8-azaspiro[3.5]nonane ClC1=NC=C(C(=N1)N1CC(OC2(CCC2)C1)C(F)F)F